2-chloro-N-(2-((4,4-difluorocyclohexyl)amino)-2-oxo-1-(pyridazin-4-yl)ethyl)-N-(4-(oxazol-5-yl)phenyl)acetamide ClCC(=O)N(C1=CC=C(C=C1)C1=CN=CO1)C(C(=O)NC1CCC(CC1)(F)F)C1=CN=NC=C1